tert-butyl (S)-2-(cyanomethyl)-4-((R)-5-fluoro-2'-(methylthio)-3,4,5',8'-tetrahydro-1H,6'H-spiro[naphthalene-2,7'-quinazolin]-4'-yl)piperazine-1-carboxylate C(#N)C[C@@H]1N(CCN(C1)C1=NC(=NC=2C[C@@]3(CCC12)CC1=CC=CC(=C1CC3)F)SC)C(=O)OC(C)(C)C